dodecyl 1-acetylpyrrolidine-2-carboxylate C(C)(=O)N1C(CCC1)C(=O)OCCCCCCCCCCCC